(3R,6S)-6-methyl-1-(2-(4-(thiophen-2-yl)phenyl)acetyl)piperidine-3-carboxylic acid C[C@H]1CC[C@H](CN1C(CC1=CC=C(C=C1)C=1SC=CC1)=O)C(=O)O